4-(2',4'-dichloro-4-cyclopropyl-[1,1'-biphenyl]-3-yl)-5,6-dihydro-2,2,6,6-tetramethyl-5-oxo-2H-pyran-3-ylcarbonate ClC1=C(C=CC(=C1)Cl)C1=CC(=C(C=C1)C1CC1)C1=C(C(OC(C1=O)(C)C)(C)C)OC([O-])=O